tert-butyl 4-[2-[4-[8-[(2S)-2-methylazetidin-1-yl]-5-(trifluoromethyl)imidazo[1,2-a]pyrazin-6-yl]pyrazol-1-yl]acetyl]piperazine-1-carboxylate C[C@@H]1N(CC1)C=1C=2N(C(=C(N1)C=1C=NN(C1)CC(=O)N1CCN(CC1)C(=O)OC(C)(C)C)C(F)(F)F)C=CN2